C/C(/C(C)OC(COC(=O)C1CCCCC1)(C)C)=C\C(C)C cyclohexanecarboxylic acid (E)-2-((3,5-dimethylhex-3-en-2-yl) oxy)-2-methylpropyl ester